1-(5-(4-((2-chloropyrrolo[2,1-f][1,2,4]triazin-4-yl)amino)-1H-imidazol-1-yl)-2-methoxyphenyl)ethanone ClC1=NN2C(C(=N1)NC=1N=CN(C1)C=1C=CC(=C(C1)C(C)=O)OC)=CC=C2